BrC1=NC=CC(=C1)C1OCCO1 2-bromo-4-(1,3-dioxolan-2-yl)pyridine